2,2'-dihydroxyl-[1,1'-binaphthyl]-3-formaldehyde OC1=C(C2=CC=CC=C2C=C1C=O)C1=C(C=CC2=CC=CC=C12)O